3-cyclohexen-1-ol, acetic acid salt C(C)(=O)O.C1(CC=CCC1)O